FC(\C(=C/C(F)(F)F)\C)(F)F (Z)-1,1,1,4,4,4-hexafluoro-2-methylbut-2-ene